FC=1C=C(C=CC1)/C=C/C(=O)C1=CC=C(C=C1)S(=O)(=O)NCCC(=O)O 3-[[4-[(E)-3-(3-Fluorophenyl)prop-2-enoyl]phenyl]sulfonylamino]propanoic acid